1-methyl-3-[(3R)-piperidin-3-yl]imidazol-2-one hydrochloride Cl.CN1C(N(C=C1)[C@H]1CNCCC1)=O